1-(2,2-diphenylvinyl)-1H-benzo[d]imidazole C1(=CC=CC=C1)C(=CN1C=NC2=C1C=CC=C2)C2=CC=CC=C2